ClC1=CC(=C(COC2=NC3=CC(=CC=C3C=C2C(F)(F)F)CC2=NC3=C(C=NC(=C3)C#N)N2CC2OCC2)C=C1)F 2-((2-((4-chloro-2-fluorobenzyl)oxy)-3-(trifluoromethyl)quinolin-7-yl)methyl)-3-(oxetan-2-ylmethyl)-3H-imidazo[4,5-c]pyridine-6-carbonitrile